bis(2,2-difluoroethyl)amine hydrochloride Cl.FC(CNCC(F)F)F